C(N)(S)=S.COC1=CC=C(C=C1)N1CCNCC1 (4-methoxyphenyl)piperazine dithiocarbamate